S1C=NC(=C1)CN1C=C(C2=CC=CC=C12)C(=O)NC1=C(C(=O)O)C=CC=C1 2-[1-(thiazol-4-ylmethyl)-1H-indole-3-carboxamido]Benzoic acid